Bismuth isononanoate C(CCCCCC(C)C)(=O)[O-].[Bi+3].C(CCCCCC(C)C)(=O)[O-].C(CCCCCC(C)C)(=O)[O-]